(6bR,10aS)-8-(3-(6-fluoro-1H-indazol-3-yl)propyl)-6b,7,8,9,10,10a-hexahydro-1H-pyrido[3',4':4,5]pyrrolo[1,2,3-de]quinoxalin-2(3H)-one FC1=CC=C2C(=NNC2=C1)CCCN1C[C@@H]2[C@@H](N3CC(NC=4C=CC=C2C34)=O)CC1